3-(trifluoromethyl)propenoic acid FC(C=CC(=O)O)(F)F